Potassium (R,E)-((2-(1,2-dimethylpyrrolidin-2-yl)vinyl)sulfonyl)((1,2,3,5,6,7-hexahydro-s-indacen-4-yl)carbamoyl)amide CN1[C@@](CCC1)(C)/C=C/S(=O)(=O)[N-]C(NC1=C2CCCC2=CC=2CCCC12)=O.[K+]